4-((5-(Pyridin-4-yl)-1-(4-(trifluoromethyl)benzyl)-1H-indol-7-amido)methyl)benzoic acid N1=CC=C(C=C1)C=1C=C2C=CN(C2=C(C1)C(=O)NCC1=CC=C(C(=O)O)C=C1)CC1=CC=C(C=C1)C(F)(F)F